C(=CCCC)OC=CCCC dipentenyl ether